ClC1=CC=C2C(=CNC2=C1)C=O 6-CHLOROINDOLE-3-CARBOXALDEHYDE